(2-oxoborn-3-ylidene)-toluene-4-sulfonic acid O=C1C2(CCC(C1=CC1=CC=C(C=C1)S(=O)(=O)O)C2(C)C)C